(E)-7-(2-ethoxyethenyl)-2-methyl-3H-quinazolin-4-one C(C)O/C=C/C1=CC=C2C(NC(=NC2=C1)C)=O